C1(CC1)C([C@@H](C(=O)NC1=NC(=C(C=C1)C=1C(=NC=C(C1)C(F)F)C)F)NC(=O)C=1N(N=CC1)C(C)C)C1CC1 N-[(1S)-1-(dicyclopropylmethyl)-2-[[5-[5-(difluoromethyl)-2-methyl-3-pyridyl]-6-fluoro-2-pyridyl]amino]-2-oxo-ethyl]-2-isopropyl-pyrazole-3-carboxamide